3-hydroxy-2-(4-(1-methyl-1H-pyrazol-4-yl)phenyl)propionic acid OCC(C(=O)O)C1=CC=C(C=C1)C=1C=NN(C1)C